(3-Fluoro-5-(1-(thiophen-3-yl)-1H-pyrazol-4-yl)phenyl)methanamine trifluoroacetate FC(C(=O)O)(F)F.FC=1C=C(C=C(C1)C=1C=NN(C1)C1=CSC=C1)CN